Methyl-3-(4-methoxyphenyl)tetrahydro-1H-pyrrolizine CC1CC(N2CCC=C12)C1=CC=C(C=C1)OC